C1(=CC=CC=2C3=CC=CC=C3CC12)COC(=O)N[C@@H](CCCCNC(=O)OCC1=CC=CC=C1)C(=O)O N-fluorenylmethoxycarbonyl-N'-benzyloxycarbonyl-L-lysine